COC(C(C)C)OC 1,1-DIMETHOXY-2-METHYLPROPANE